5-Chloro-4-(4-methylphenyl)-1H-imidazole-2-carbonitrile ClC1=C(N=C(N1)C#N)C1=CC=C(C=C1)C